1-tridecanoyl-2-nonadecanoyl-glycero-3-phospho-(1'-sn-glycerol) CCCCCCCCCCCCCCCCCCC(=O)O[C@H](COC(=O)CCCCCCCCCCCC)COP(=O)(O)OC[C@H](CO)O